(trifluoromethoxy)benzenesulfonamide FC(OC1=C(C=CC=C1)S(=O)(=O)N)(F)F